CCCCCCCCCCCCCCCCCC(=O)OC[C@H](COP(=O)([O-])OCC[N+](C)(C)C)OC(=O)CCCCCC/C=C\C=C/C=C\C=C/CCCCC 1-octadecanoyl-2-(8Z,10Z,12Z,14Z-eicosatetraenoyl)-sn-glycero-3-phosphocholine